2-methylthio-6-(2,6-difluorophenyl)imidazo[1,2-b]pyrimido[4,5-d]pyridazin-5(6H)-one CSC=1N=CC2=C(C=3N(N(C2=O)C2=C(C=CC=C2F)F)C=CN3)N1